(3,3-difluoro-2-oxoindolin-1-yl)acetamide FC1(C(N(C2=CC=CC=C12)CC(=O)N)=O)F